(1R,4R,5S)-4-((3-bromophenyl)ethynyl)-4-hydroxy-2-methyl-2-azabicyclo[3.1.0]hexan-3-one BrC=1C=C(C=CC1)C#C[C@]1(C(N([C@@H]2C[C@H]12)C)=O)O